C(C)OC(=O)C1N(CCNC1)C 1-methylpiperazine-2-carboxylic acid ethyl ester